C1(CC1)S(=O)(=O)N1C[C@H](CC1)NC=1C2=C(N=C(N1)NC1=CC=C(C=C1)N1CCN(CC1)C)NC=C2C(=O)C2=C(C=CC=C2)F (S)-(4-((1-(cyclopropylsulfonyl)pyrrolidin-3-yl)amino)-2-((4-(4-methylpiperazin-1-yl)phenyl)amino)-7H-pyrrolo[2,3-d]pyrimidin-5-yl)(2-fluorophenyl)methanone